C1(CCCC1)C[C@@H](C(=O)O)NC(=O)C1=NN(C(=C1)C1=C(C=CC=C1OC)OC)C1CCCC1 (2S)-3-cyclopentyl-2-{[1-cyclopentyl-5-(2,6-dimethoxyphenyl)-1H-pyrazol-3-yl]formamido}propanoic acid